C=1(C(=CC=CC1)C(=O)N)C1=CC=CC=C1 BIPHENYLAMIDE